8-bromo-7-fluoro-3-methyl-1-(tetrahydro-2H-pyran-4-yl)-1H-imidazo[4,5-c]cinnolin-2(3H)-one BrC1=CC=2C3=C(N=NC2C=C1F)N(C(N3C3CCOCC3)=O)C